4-amino-5-(4-(2-((3-(2,6-dioxopiperidin-3-yl)-1-methyl-1H-indazol-7-yl)oxy)-acetyl)piperazine-1-carbonyl)isothiazole-3-carboxamide NC=1C(=NSC1C(=O)N1CCN(CC1)C(COC=1C=CC=C2C(=NN(C12)C)C1C(NC(CC1)=O)=O)=O)C(=O)N